C(#N)C1=CC=C(C=C1)C1=CC(=CC=C1)C1=CC(=C(N1CC1=CC(=C(C=C1)S(N)(=O)=O)F)CC1CC1)C=1SC=C(N1)C(=O)O 2-(5-(4'-cyano-[1,1'-biphenyl]-3-yl)-2-(cyclopropylmethyl)-1-(3-fluoro-4-sulfamoylbenzyl)-1H-pyrrol-3-yl)thiazole-4-carboxylic acid